(2E,2'E)-2,2'-(1-(1-ethyl-1H-pyrazol-5-yl)propane-1,2-diylidene)bis(N-methylhydrazine-1-carbothioamide) C(C)N1N=CC=C1\C(\C(\C)=N\NC(NC)=S)=N/NC(NC)=S